CC1=NC=C(N1)CCN The molecule is an aralkylamino compound that is histamine bearing a methyl substituent at the 2 position on the ring. It has a role as a metabolite and a histamine agonist. It is an aralkylamino compound and a member of imidazoles. It derives from a histamine.